copper-tetratelluride [Cu](=[Te])(=[Te])(=[Te])=[Te]